4-(7-chloro-4-oxo-1,4-dihydroquinolin-2-yl)-5-(methylsulfonyl)-picolinonitrile ClC1=CC=C2C(C=C(NC2=C1)C1=CC(=NC=C1S(=O)(=O)C)C#N)=O